8-Chloro-2-(difluoromethyl)-5-[[2-[2-[(6-fluoro-[1,2,4]triazolo[4,3-a]pyridin-7-yl)amino]ethyl]-2-azaspiro[3.3]heptan-6-yl]oxy]isoquinolin-1-one ClC=1C=CC(=C2C=CN(C(C12)=O)C(F)F)OC1CC2(CN(C2)CCNC2=CC=3N(C=C2F)C=NN3)C1